Ethyl 3-(5-(3-carbamimidoyl-4-fluorophenoxy)-6-fluoro-1H-indol-4-yl)propanoate C(N)(=N)C=1C=C(OC=2C(=C3C=CNC3=CC2F)CCC(=O)OCC)C=CC1F